ClC1=C(C=CC(=C1)OC(F)(F)F)NC=1N=C2C(=NC1OC)NC(=N2)C(F)(F)F N-(2-chloro-4-(trifluoromethoxy)phenyl)-6-methoxy-2-(trifluoromethyl)-1H-imidazo[4,5-b]pyrazin-5-amin